dimethylsilyl-bis(tetramethylcyclopentadienyl)zirconium difluoride [F-].[F-].C[SiH](C)[Zr+2](C1(C(=C(C(=C1)C)C)C)C)C1(C(=C(C(=C1)C)C)C)C